imidazol bis(trifluoromethanesulfonyl)imide salt [N-](S(=O)(=O)C(F)(F)F)S(=O)(=O)C(F)(F)F.N1C=NC=C1